CN1[C@@H]([C@H](CC1=O)C(=O)NCCOCCOCCNC(=O)C1CCN(CC1)C1=CC=C(C(=O)O)C=C1)C=1C=NC=CC1 4-(4-((2-(2-(2-((2S,3S)-1-methyl-5-oxo-2-(pyridin-3-yl)pyrrolidine-3-carboxamido)ethoxy)ethoxy)ethyl)carbamoyl)piperidin-1-yl)benzoic acid